4-(bromomethyl)-2-chlorobenzofuran BrCC1=CC=CC2=C1C=C(O2)Cl